1-methyl-1H-pyrazolo[3,4-b]pyridine-5-carboxylic acid CN1N=CC=2C1=NC=C(C2)C(=O)O